CC(C#N)(C)C1=C2C(=NC(=C1)N1[C@@H](COCC1)C)C=NN2C (R)-2-methyl-2-(1-methyl-5-(3-methylmorpholino)-1H-pyrazolo[4,3-b]pyridin-7-yl)propanenitrile